N,N-dimethyl-octadecylamine CN(C)CCCCCCCCCCCCCCCCCC